C(#N)C1=CC2(CCN(CC2)C(=O)OC(C)(C)C)CCC1=O tert-butyl 8-cyano-9-oxo-3-azaspiro[5.5]undec-7-ene-3-carboxylate